2-(benzofuran-3-yl)-1-(((2-fluoro-5-morpholinophenyl)methyl)sulfonylamino)ethylboronic acid O1C=C(C2=C1C=CC=C2)CC(NS(=O)(=O)CC2=C(C=CC(=C2)N2CCOCC2)F)B(O)O